ethyl 2-(2-((5-(3-(aminomethyl)phenyl)-1-isopropyl-1H-indazol-3-yl)methoxy)phenyl)pentanoate NCC=1C=C(C=CC1)C=1C=C2C(=NN(C2=CC1)C(C)C)COC1=C(C=CC=C1)C(C(=O)OCC)CCC